S1C(=CC=C1)C=1C=C(C=CC1)/C=C/C(=O)C1=CC=C(C(=O)O)C=C1 4-[(E)-3-(3-Thiophen-2-ylphenyl)prop-2-enoyl]benzoic Acid